5-fluoropyrrolo[1,2-b]pyridazin-4-ol FC=1C=CN2N=CC=C(C21)O